tert-butyl 4-chloro-6-((6-cyclopropylimidazo[1,2-a]pyridin-2-yl)methoxy)pyrimidine-2-carboxylate ClC1=NC(=NC(=C1)OCC=1N=C2N(C=C(C=C2)C2CC2)C1)C(=O)OC(C)(C)C